4-(phenylamino)benzaldehyde C1(=CC=CC=C1)NC1=CC=C(C=O)C=C1